C(CCC)[Sn](C1=CC=C(C=N1)C1(CC1)C#N)(CCCC)CCCC 1-(6-tributylstannyl-3-pyridinyl)cyclopropanecarbonitrile